IminoPyruvic Acid N=CC(C(=O)O)=O